NC1=NC=CC=C1C1=NC=2C(=NC(=CC2)C2=C(C=CC=C2)C#N)N1C1=CC=C(CN2CCN(CC2)C2=NC=CC(=N2)C#N)C=C1 2-(4-(4-(2-(2-Aminopyridin-3-yl)-5-(2-cyanophenyl)-3H-imidazo[4,5-b]pyridin-3-yl)benzyl)piperazin-1-yl)pyrimidine-4-carbonitrile